Cl.Cl.CN(C1CNCC1)C 3-(dimethylamino)pyrrolidine dihydrochloride